C(C)(CC)N1C=C(N=C2C(NC(N=C12)(N)NC1CCN(CC1)S(=O)(=O)C)=O)O 8-(sec-butyl)-6-hydroxy-2-((1-(methylsulfonyl)piperidin-4-yl)amino)pterin